2-isocyanatophenyl-4-isocyanatophenylsulfide N(=C=O)C1=C(C=CC=C1)C1=C(C=CC(=C1)N=C=O)SC1=C(C=C(C=C1)N=C=O)C1=C(C=CC=C1)N=C=O